2-((5-((S)-2-((S)-2-((tert-butoxycarbonyl)amino)propanamido) propanamido)-2-(hydroxymethyl)benzyl)(methyl)amino)ethyl (2-(trimethylammonio)ethyl) phosphate P(=O)(OCCN(C)CC1=C(C=CC(=C1)NC([C@H](C)NC([C@H](C)NC(=O)OC(C)(C)C)=O)=O)CO)(OCC[N+](C)(C)C)[O-]